N-stearoyldimethylsphingosine C(CCCCCCCCCCCCCCCCC)(=O)N[C@@H](CO)[C@H](O)\C(=C(\CCCCCCCCCCCCC)/C=O)\C=O